N(=[N+]=[N-])CCCCCCCCN 8-Azidooctan-1-amine